1-(9H-fluoren-9-ylmethoxycarbonyl)-3-tetrahydropyran-2-yloxy-pyrrolidine-2-carboxylic acid C1=CC=CC=2C3=CC=CC=C3C(C12)COC(=O)N1C(C(CC1)OC1OCCCC1)C(=O)O